C(C)C1=NSC(=N1)C(=O)O.FC1=C(C=CC=C1)C=1C=C(C=NC1)NC(=O)C1=NC(=NC=C1)NC=1C=NC(=CC1)F N-(5-(2-fluorophenyl)pyridin-3-yl)-2-((6-fluoropyridin-3-yl)amino)pyrimidine-4-carboxamide ethyl-1,2,4-thiadiazole-5-carboxylate